FC1=CC=C(C=C1)N1N=CC2=C1N=CNC2=O 1-(4-fluorophenyl)-1H,4H,5H-pyrazolo[3,4-d]pyrimidin-4-one